(2-bromoethynyl)triisopropyl-silane BrC#C[Si](C(C)C)(C(C)C)C(C)C